ethynyl-(acetylene) C(#C)C#C